C(CCCCCCCCC)C=1C=CC2=C(NC(=N2)CCCNC(OC(C)(C)C)=O)C1 tert-butyl (3-(6-decyl-1H-benzo[d]imidazol-2-yl)propyl)carbamate